O-ethyl-isourea hydrobromide Br.C(C)OC(N)=N